1-(4-benzyl-2,2-dimethyl-3-oxo-3,4-dihydro-2H-benzo[b][1,4]oxazin-7-yl)-3-(1H-indol-6-yl)urea C(C1=CC=CC=C1)N1C2=C(OC(C1=O)(C)C)C=C(C=C2)NC(=O)NC2=CC=C1C=CNC1=C2